4-[2-(4-fluorophenyl)-2,8-diazaspiro[4.5]decan-8-yl]-1-methyl-2-oxo-1,2-dihydroquinoline-3-carbonitrile FC1=CC=C(C=C1)N1CC2(CC1)CCN(CC2)C2=C(C(N(C1=CC=CC=C21)C)=O)C#N